Cl.NC\C=C(\CN1C(=NC2=C1C=CC=C2C2=CC=C(C=C2)S(=O)(=O)NC(C)(C)C)C(C)C)/F (Z)-4-(1-(4-amino-2-fluorobut-2-en-1-yl)-2-isopropyl-1H-benzo[d]imidazol-4-yl)-N-(tert-butyl)benzenesulfonamide Hydrochloride